N[C@H](C(=O)N1[C@@H]([C@H]2C([C@H]2C1)(C)C)C(=O)O)C(C)(C)C (1R,2S,5S)-3-((S)-2-amino-3,3-dimethylbutanoyl)-6,6-dimethyl-3-azabicyclo[3.1.0]hexane-2-carboxylic acid